3-t-butyl-phenylpropionate C(C)(C)(C)C=1C=C(C=CC1)OC(CC)=O